CN(CCC=C1C2=CC=CC=C2CCC2=CC=CC=C12)C N,N-dimethyl-3-(2-tricyclo[9.4.0.03,8]pentadeca-1(15),3,5,7,11,13-hexaenylidene)propan-1-amine